2-(4-chloropyrido[3,2-d]pyrimidin-2-yl)-9-phenyl-9H-carbazole ClC=1C2=C(N=C(N1)C1=CC=3N(C4=CC=CC=C4C3C=C1)C1=CC=CC=C1)C=CC=N2